FC1=C(C=C(C=C1)F)C1N(CCC1)C1=NC=2N(C=C1)N=CC2C=2C=CC(=C(C#N)C2)P(=O)(C)C 5-(5-(2-(2,5-difluorophenyl)pyrrolidin-1-yl)pyrazolo[1,5-a]pyrimidin-3-yl)-2-(dimethylphosphoryl)benzonitrile